N1C=C(C2=CC=CC=C12)CCOC1=NC(=C2N=CN(C2=N1)[C@@H]1O[C@@H]([C@H]([C@H]1O)O)CO)N (2R,3R,4S,5R)-2-(2-(2-(1H-indol-3-yl)ethoxy)-6-amino-9H-purin-9-yl)-5-(hydroxymethyl)-tetrahydrofuran-3,4-diol